(1R,5S,6s)-benzyl 6-(hydroxymethyl)-3-azabicyclo[3.1.0]hexane-3-carboxylate OCC1[C@H]2CN(C[C@@H]12)C(=O)OCC1=CC=CC=C1